FC=1C(=C(C=CC1F)[C@@H]1[C@@H](O[C@@]([C@@H]1C)(C(F)(F)F)C)C(=O)NC1=CC(=NC=C1)C(=O)N)OC([2H])([2H])[2H] 4-((2R,3R,4R,5S)-3-(3,4-difluoro-2-(methoxy-d3)phenyl)-4,5-dimethyl-5-(trifluoromethyl)tetrahydrofuran-2-carboxamido)picolinamide